OC(CN(CCO)CCO)CN1C2=CC=CC=C2SC=2C=CC(=CC12)C(F)(F)F 2,2'-(2-hydroxy-3-(2-(trifluoromethyl)-10H-phenothiazin-10-yl)propylazanediyl)-diethanol